C(C)(C)(C)OC(=O)N1[C@H]2CN(C[C@@H]1CC2)C2=NC(=NC1=C(C(=C(C=C21)Cl)Br)F)OCC21CCCN1CCC2 (1r,5s)-tert-butyl-3-(7-bromo-6-chloro-8-fluoro-2-((hexahydro-1H-pyrrolizin-7a-yl) methoxy) quinazolin-4-yl)-3,8-diazabicyclo[3.2.1]octane-8-carboxylate